CN(CCO[C@H]1CN2C(N=C(C3=CC(=CC(=C23)S(C1)C1=CC=C(C=C1)F)C(F)(F)F)N1C[C@@H](N[C@@H](C1)C)C)=O)C (S)-3-(2-(dimethylamino)ethoxy)-8-((3S,5R)-3,5-dimethylpiperazin-1-yl)-l-1-(4-fluorophenyl)-10-(trifluoromethyl)-3,4-dihydro-2H,6H-[1,4]thiazepino[2,3,4-ij]quinazolin-6-one